(8endo)-3-(2-chloropyridin-4-yl)-3-azabicyclo[3.2.1]Octane-8-amine ClC1=NC=CC(=C1)N1CC2CCC(C1)C2N